C1(=CC(=CC=C1)C[C@@H]1N(CCC[C@@H]1NS(=O)(=O)C)C(=O)N(C)CC)C1=CC=CC=C1 cis-2-(biphenyl-3-ylmethyl)-N-ethyl-N-methyl-3-((methylsulfonyl)amino)piperidine-1-carboxamide